N6'-(2-(1-(Cyclopropylsulfonyl)-1H-pyrazol-4-yl)pyrimidin-4-yl)-5-(1,1-difluoroethyl)-N4'-((1s,4s)-4-((dimethylamino)methyl)cyclohexyl)-[2,3'-bipyridine]-4',6'-diamine C1(CC1)S(=O)(=O)N1N=CC(=C1)C1=NC=CC(=N1)NC1=CC(=C(C=N1)C1=NC=C(C=C1)C(C)(F)F)NC1CCC(CC1)CN(C)C